2-chloro-4-(5-methyl-1H-indol-3-yl)-7-tosyl-7H-pyrrolo[2,3-d]pyrimidine ClC=1N=C(C2=C(N1)N(C=C2)S(=O)(=O)C2=CC=C(C)C=C2)C2=CNC1=CC=C(C=C21)C